tert-butyl (2R,5S)-5-methyl-2-[2-(1-methyl-2,3,4,7-tetrahydroazepin-5-yl)-1,3-benzothiazol-5-yl]piperidine-1-carboxylate C[C@H]1CC[C@@H](N(C1)C(=O)OC(C)(C)C)C=1C=CC2=C(N=C(S2)C=2CCCN(CC2)C)C1